O=C1C=C2CCCC3=C(C2=CC=C1)C=CC=C3 9-oxo-5,6,7,9-tetrahydrobenzo[a]heptalen